2-[2-(3-isobutyl-5-methyl-cyclohex-1,5-dien-1-yl)ethyl]-1,3-dioxolane C(C(C)C)C1C=C(C=C(C1)C)CCC1OCCO1